The molecule is a phosphatidylcholine O-44:4 in which the alkyl and acyl groups specified at positions 1 and 2 are tetracosyl and (8Z,11Z,14Z,17Z)-icosatetraenoyl respectively. It is a phosphatidylcholine O-44:4 and a 2-acyl-1-alkyl-sn-glycero-3-phosphocholine. It derives from an all-cis-8,11,14,17-icosatetraenoic acid. CCCCCCCCCCCCCCCCCCCCCCCCOC[C@H](COP(=O)([O-])OCC[N+](C)(C)C)OC(=O)CCCCCC/C=C\\C/C=C\\C/C=C\\C/C=C\\CC